CN1N=CN=C1COCC(=O)O 2-[(1-methyl-1H-1,2,4-triazol-5-yl)methoxy]acetic acid